ClC=1C(=C(C=CC1)NC=1C2=C(N=CN1)C=NC(=C2)NCCCNC(OC(C)(C)C)=O)F tert-Butyl (3-((4-((3-chloro-2-fluorophenyl)amino)pyrido[3,4-d]pyrimidin-6-yl)amino)propyl)carbamate